C(C)N(CCCOC(=O)OC(CCOC(CCCCCCC(OCCCCCCCC)OCCCCCCCC)=O)CCCCCCCCCCCC)CC.C(C1=CC=CC=C1)OC1=NC(=NC=C1)C(C)=O 1-(4-(Benzyloxy)pyrimidin-2-yl)ethan-1-one 3-(((3-(diethylamino)propoxy)carbonyl)oxy)pentadecyl-8,8-bis(octyloxy)octanoate